ClC=1C=C(C=CC1Cl)CN[C@H](C(=O)O)CCC(C)(C)C (2S)-2-{[(3,4-dichlorophenyl)methyl]amino}-5,5-dimethylhexanoic acid